3-[6-[4-(2-aminoethyl)piperazin-1-yl]-1-methyl-indazol-3-yl]piperidine-2,6-dione NCCN1CCN(CC1)C1=CC=C2C(=NN(C2=C1)C)C1C(NC(CC1)=O)=O